C(C)OC=1C=C(C=CC1)C1=C(C=CC=C1)CN1CCN(CC1)C1=CC=C(N=N1)C(=O)NS(=O)(=O)C1=CC(=C(C=C1)NCCSC1=CC=CC=C1)C(F)(F)F 6-[4-[[2-(3-Ethoxyphenyl)phenyl]methyl]piperazin-1-yl]-N-[4-(2-phenylsulfanylethylamino)-3-(trifluoromethyl)phenyl]sulfonylpyridazine-3-carboxamide